ClC1=CC(=C(C=C1)O)\C=C(/C)\[N+](=O)[O-] (E)-4-chloro-2-(2-nitroprop-1-en-1-yl)phenol